(R)-2-fluoro-N-(6-methoxy-8-methylisoquinolin-1-yl)-4-(5-methyl-1,3,4-thiadiazol-2-yl)-N-(piperidin-3-yl)benzamide FC1=C(C(=O)N([C@H]2CNCCC2)C2=NC=CC3=CC(=CC(=C23)C)OC)C=CC(=C1)C=1SC(=NN1)C